OCC(C)(C)NC(=O)C=1C=2C[C@@H]3[C@H](C2N(N1)C=1C=NC(=CC1)F)C3 (1aR,5aR)-2-(6-Fluoro-pyridin-3-yl)-1a,2,5,5a-tetrahydro-1H-2,3-diaza-cyclopropa[a]pentalene-4-carboxylic acid (2-hydroxy-1,1-dimethyl-ethyl)-amide